OC1CCCC1 (1R,3R)-2-hydroxycyclopentane